FC1=CC=C(C=C1)C=1C(=C(N=NC1C)C(=O)NC1=CC=C(C=C1)OC1=CC=NC2=CC(=CN=C12)OC)OC 5-(4-fluorophenyl)-4-methoxy-N-[4-[(7-methoxy-1,5-naphthyridin-4-yl)oxy]phenyl]-6-methylpyridazine-3-carboxamide